2,3,5,6-tetramethyl-4-hydroxybenzoic acid methyl ester COC(C1=C(C(=C(C(=C1C)C)O)C)C)=O